(3R)-1-(2-((2,2'-dichloro-3'-(3-fluoro-5-(((2-hydroxyethyl)amino)methyl)picolinamido)-[1,1'-biphenyl]-3-yl)carbamoyl)-4,5,6,7-tetrahydropyrazolo[1,5-a]pyridin-4-yl)pyrrolidine ClC1=C(C=CC=C1NC(=O)C1=NN2C(C(CCC2)N2CCCC2)=C1)C1=C(C(=CC=C1)NC(C1=NC=C(C=C1F)CNCCO)=O)Cl